FC1=CC=C(C=C1)[B-](C1=CC=C(C=C1)F)(C1=CC=C(C=C1)F)C1=CC=C(C=C1)F.C(C)[NH+](CC)CC triethylammonium tetrakis(4-fluorophenyl)borate